3,4,5-trifluoro-1H-pyridazin-6-one FC1=NNC(C(=C1F)F)=O